1-(4-((4-([1,1'-biphenyl]-3-yl)-5-chloropyrimidin-2-yl)amino)piperidin-1-yl)-3-(1-acetylpiperidin-4-yl)propan-1-one C1(=CC(=CC=C1)C1=NC(=NC=C1Cl)NC1CCN(CC1)C(CCC1CCN(CC1)C(C)=O)=O)C1=CC=CC=C1